FC(C(=O)N)=CC=1N(C=CC1)C 2-fluoro-3-((R)-1-methylpyrrol-2-yl)acrylamide